4-(trifluoromethyl)-3-((R)-3-(((2R,3R,4R,5S)-3,4,5-tris(benzyloxy)-2-methylpiperidin-1-yl)methyl)pyrrolidin-1-yl)pyridine FC(C1=C(C=NC=C1)N1C[C@H](CC1)CN1[C@@H]([C@H]([C@@H]([C@H](C1)OCC1=CC=CC=C1)OCC1=CC=CC=C1)OCC1=CC=CC=C1)C)(F)F